C(C)N([C@@H](CC1=CC=CC=C1)C(=O)O)CC N,N-diethylphenylalanine